2-{3-[(3S)-3-cyclopropylpiperazin-1-yl]-1,2,4-triazin-6-yl}-5-(1-methylimidazo[1,5-a]pyridin-6-yl)phenol formate C(=O)OC1=C(C=CC(=C1)C=1C=CC=2N(C1)C=NC2C)C2=CN=C(N=N2)N2C[C@@H](NCC2)C2CC2